[2-[5-methyl-1-[4-(trifluoromethoxy)phenyl]pyrazol-3-yl]-1,3,4,6,7,8,9,9a-octahydropyrido[1,2-a]pyrazin-7-yl]methanol CC1=CC(=NN1C1=CC=C(C=C1)OC(F)(F)F)N1CC2N(CC1)CC(CC2)CO